tert-butyl(5-(4-((9-(tert-butyl)-2-fluoro-9H-purin-6-yl)amino)-3-ethyl-1H-pyrazol-1-yl)pentyl)carbamate C(C)(C)(C)OC(NCCCCCN1N=C(C(=C1)NC1=C2N=CN(C2=NC(=N1)F)C(C)(C)C)CC)=O